ClC=1C(=NC(=NC1)N1C[C@@H](C[C@@H](C1)O)O)NC1=CC=2C3=C(C(N(C2C=C1)C)=O)OCC([C@@H](N3)C3CC3)(F)F (S)-10-((5-chloro-2-((3R,5S)-3,5-dihydroxypiperidin-1-yl)pyrimidin-4-yl)amino)-2-cyclopropyl-3,3-difluoro-7-methyl-1,2,3,4-tetrahydro-[1,4]oxazepino[2,3-c]quinolin-6(7H)-one